OC1=CC=C(C=C1)C(CC)C(CC)C1=CC=C(C=C1)O 3,4-bis(4-hydroxylphenyl)hexane